rhodium (III) pentachloride [Rh-2](Cl)(Cl)(Cl)(Cl)Cl